(E)-1-cyano-N-(2-(2-(2-methoxyethoxy)ethoxy)ethyl)-2-(6-(piperidin-1-yl)naphthalen-2-yl)vinylsulfonamide C(#N)/C(=C\C1=CC2=CC=C(C=C2C=C1)N1CCCCC1)/S(=O)(=O)NCCOCCOCCOC